2-(2,3-dihydrobenzo[b][1,4]dioxin-6-yl)acetic acid O1C2=C(OCC1)C=C(C=C2)CC(=O)O